C(CCCCC)C12C=CC(CC1)C2 n-hexylnorbornene